C(C)(C)C1=C(C=CC=C1)[C@H]1N(CCC1)C1CC2(C1)CCN(CC2)C2=CC(=C(C(=O)O)C=C2)OC=2C=C1C(=NC2)NC=C1 4-[2-[(2S)-2-(2-isopropylphenyl)pyrrolidin-1-yl]-7-azaspiro[3.5]nonan-7-yl]-2-(1H-pyrrolo[2,3-b]pyridin-5-yloxy)benzoic acid